tributyl-(ethyl)phosphorus C(CCC)[P](CC)(CCCC)CCCC